6-[(2R)-2-amino-3-hydroxypropoxy]-2-[[2-[2-oxo-3-(3-oxo-4H-pyrido[3,2-b][1,4]oxazin-6-yl)-1,3-oxazolidin-5-yl]ethylamino]methyl]-2,3-dihydro-1H-indene-4-carbonitrile N[C@@H](COC=1C=C(C=2CC(CC2C1)CNCCC1CN(C(O1)=O)C=1C=CC=2OCC(NC2N1)=O)C#N)CO